FC(C1=CC(=NC(=N1)S(=O)(=O)CCC(C1=CC=CC=C1)CC1=C(C=CC=C1)F)C=1C(N(C=CC1)CC1=CC(=C(C=C1)OC)F)=O)F (6-(difluoromethyl)-2-(3-(2-fluorobenzyl)-3-phenylpropylsulfonyl)pyrimidin-4-yl)-1-(3-fluoro-4-methoxybenzyl)pyridin-2(1H)-one